FC1=C(C=C(C=C1)F)NS(=O)(=O)C1=CNC2=CC(=CC=C12)F N-(2,5-difluorophenyl)-6-fluoro-1H-indole-3-sulfonamide